CN1N=C(C=C1C(CNC(OC(C)(C)C)=O)=O)C tert-butyl [2-(1,3-dimethyl-1H-pyrazol-5-yl)-2-oxoethyl]carbamate